3-({4-[(2R)-2-{[(tert-Butoxy)carbonyl]amino}-3-methylbutoxy]-6-(2,6-dimethylphenyl)pyrimidin-2-yl}sulfamoyl)benzoic acid C(C)(C)(C)OC(=O)N[C@@H](COC1=NC(=NC(=C1)C1=C(C=CC=C1C)C)NS(=O)(=O)C=1C=C(C(=O)O)C=CC1)C(C)C